NC1=NC=C(C=N1)C1=CC=C(C(=N1)OCCOC)NC(=O)C=1C(=NOC1C)C1=CC=C(C=C1)F [6-(2-aminopyrimidin-5-yl)-2-(2-methoxyethoxy)-3-pyridinyl]-3-(4-fluorophenyl)-5-methyl-isoxazole-4-carboxamide